CN1CCN(CC1)C1=CC=C(C=C1)C1=CC=CC=C1 4'-(4-methylpiperazin-1-yl)-[1,1'-biphenyl]